O=C1NC(CCC1N1C(C2=CC=CC(=C2C1=O)NCCCCCCCCCC(=O)N)=O)=O (8-((2-(2,6-dioxopiperidin-3-yl)-1,3-dioxoisoindolin-4-yl)amino)octyl)acetamide